C(#N)C[C@@H]1N(CCN(C1)C1=NC(=NC2=C(C(=C(C=C12)F)C1=CC=CC2=CC=CC(=C12)C#C[Si](C(C)C)(C(C)C)C(C)C)F)F)C(=O)OC(C)(C)C tert-butyl (2S)-2-(cyanomethyl)-4-(2,6,8-trifluoro-7-(8-((triisopropylsilyl)ethynyl)naphth-1-yl)quinazolin-4-yl)piperazine-1-carboxylate